3-((6-Amino-2-(trifluoromethyl)pyridin-3-yl)thio)propanoic acid methyl ester COC(CCSC=1C(=NC(=CC1)N)C(F)(F)F)=O